(2R)-2-(1-chlorocyclopropyl)-4-[(1R)-2,2-dichlorocyclopropyl]-1-(1H-1,2,4-triazol-1-yl)butandiol ClC1(CC1)[C@@H](C(O)(O)N1N=CN=C1)CC[C@H]1C(C1)(Cl)Cl